P(=O)(OCC=CC)(OC)OCC#C (2-butenyl) (methyl) (2-propynyl) phosphate